6-(2,3-dihydrobenzofuran-5-yl)-5-((1-methyl-1H-pyrazol-3-yl)methoxy)isoindolin-1-one O1CCC2=C1C=CC(=C2)C2=C(C=C1CNC(C1=C2)=O)OCC2=NN(C=C2)C